S1C=NC2=C1C=CC(=C2)[C@@H]2N(C[C@H]([C@H](C2)OC)C)C(C(=O)NC=2C=C(C(=NC2)OC)C(=O)N)=O |o1:9,12,13| Rel-5-[[2-[(2R,4S,5R)-2-(1,3-Benzothiazol-5-yl)-4-methoxy-5-methyl-1-piperidyl]-2-oxo-acetyl]amino]-2-methoxy-pyridine-3-carboxamide